FC1=CC=C(CN(C=2SC3=C(N2)OC(C(=C3)C(=O)O)=O)C)C=C1 2-((4-fluorobenzyl)(methyl)amino)-5-oxo-5H-pyrano[2,3-d]thiazole-6-carboxylic acid